CN(C1CN(C1)C(=O)O[C@@H]1CC[C@H](CC1)C(N(C[C@@H]1CC[C@H](CC1)C=1C=NC(=C(C1)C)OC)C1=NC=CC(=C1)C=1N=C(OC1)C1CC1)=O)C trans-4-((4-(2-Cyclopropyloxazol-4-yl)pyridine-2-yl)((trans-4-(6-methoxy-5-methyl pyridin-3-yl)cyclohexyl)methyl)carbamoyl)cyclohexyl 3-(dimethylamino)azetidine-1-carboxylate